5-(2-(4-fluoro-3-(methylsulfonyl)phenylamino)-5-fluoropyrimidin-4-ylamino)-7-methylbenzo[d]oxazol-2(3H)-one trifluoroacetate salt FC(C(=O)O)(F)F.FC1=C(C=C(C=C1)NC1=NC=C(C(=N1)NC=1C=C(C2=C(NC(O2)=O)C1)C)F)S(=O)(=O)C